((tert-Butoxycarbonyl)(imidazo[1,2-a]pyridin-6-yl)amino)piperidine-1-carboxylic acid tert-butyl ester C(C)(C)(C)OC(=O)N1C(CCCC1)N(C=1C=CC=2N(C1)C=CN2)C(=O)OC(C)(C)C